C1CCC2=C(C=3CCCC3C=C12)NC(=O)N=[S@](=O)(N)C=1C=NN2C1OC[C@H]2C (R,3R)-N'-((1,2,3,5,6,7-hexahydro-s-indacen-4-yl)carbamoyl)-3-methyl-2,3-dihydropyrazolo[5,1-b]oxazole-7-sulfonimidamide